tetraisopropoxyhafnium (IV) C(C)(C)O[Hf](OC(C)C)(OC(C)C)OC(C)C